2,3-diazidocyclopent-1-ylether N(=[N+]=[N-])C1C(CCC1N=[N+]=[N-])OC1C(C(CC1)N=[N+]=[N-])N=[N+]=[N-]